ClCC(=O)N1[C@H](C2=CC=CC=C2CC1)C1=CC=C(C=C1)F (S)-2-chloro-1-(1-(4-fluorophenyl)-3,4-dihydroisoquinolin-2(1H)-yl)ethanone